C1CC(=O)N(C1=O)OC(=O)OCC2C3=CC=CC=C3C4=CC=CC=C24 N-(9-Fluorenylmethoxycarbonyloxy)-succinimide